CC1(C(NCCC1)=O)C(=O)NNC(=O)C=1C(=NC=CC1)NC1=CC=C(C=C1)S(F)(F)(F)(F)F N'-(3-Methyl-2-oxo-piperidine-3-carbonyl)-2-[4-(pentafluoro-λ6-sulfanyl)anilino]pyridine-3-carbohydrazide